C(C(C)(C)C)(=O)OC1CN(CC=C1)C1CCC(CC1)C 1-(4-methylcyclohexyl)-1,2,3,6-tetrahydropyridin-3-yl pivalate